7-[(3S)-3-methylpiperazin-1-yl]-2-(6-methyl-4-propylpyrazolo[1,5-a]pyrazin-2-yl)-4H-pyrido[1,2-a]pyrimidin-4-one C[C@H]1CN(CCN1)C=1C=CC=2N(C(C=C(N2)C2=NN3C(C(=NC(=C3)C)CCC)=C2)=O)C1